1-(4-fluoropiperidin-1-yl)propane FC1CCN(CC1)CCC